(4-{4-amino-7-[1-(methylsulfonyl)piperidin-4-yl]pyrrolo[2,1-f][1,2,4]triazin-5-yl}-3-fluorophenyl)-2-oxo-1-phenyl-1,2-dihydropyridine-3-carboxamide NC1=NC=NN2C1=C(C=C2C2CCN(CC2)S(=O)(=O)C)C2=C(C=C(C=C2)C2=C(C(N(C=C2)C2=CC=CC=C2)=O)C(=O)N)F